The molecule is the N-acetyl derivative of beta-alanine. It is a N-acetyl-amino acid and a beta-alanine derivative. It is a conjugate acid of a N-acetyl-beta-alaninate. CC(=O)NCCC(=O)O